pyridinecarboxylic acid isopropyl ester dihydrochloride Cl.Cl.C(C)(C)OC(=O)C1=NC=CC=C1